C1(CC1)C(C(C(=O)NC1=NC(=C(C=C1)C=1C(=NN(C1C)COCC[Si](C)(C)C)C)OC)NC(=O)C=1N(N=CC1)CC)C1CC1 N-[1-(dicyclopropylmethyl)-2-[[5-[3,5-dimethyl-1-(2-trimethylsilylethoxymethyl)pyrazol-4-yl]-6-methoxy-2-pyridyl]amino]-2-oxo-ethyl]-2-ethyl-pyrazole-3-carboxamide